O=C(CC(=S)N1CC2CCC(C1)N2C(=O)OC(C)(C)C)C tert-butyl 3-(3-oxobutanethioyl)-3,8-diazabicyclo[3.2.1]octane-8-carboxylate